ClC1=C(NC2=NSC=3C2=NC=C(N3)C=O)C=CC=C1C1=CC3=C(OCCO3)C=C1 3-(2-chloro-3-(1,4-benzodioxan-6-yl)anilino)-isothiazolo[4,5-b]pyrazin-6-al